C(C1=CC=CC=C1)C1=CN=C(S1)C(=O)N[C@@H]1C(NC2=C(OC1)C=CC=N2)=O (S)-5-benzyl-N-(4-oxo-2,3,4,5-tetrahydropyrido[3,2-b][1,4]oxazepin-3-yl)thiazole-2-carboxamide